Trans-benzyl (2-fluoro-1-methylcyclopropyl)carbamate F[C@H]1[C@](C1)(C)NC(OCC1=CC=CC=C1)=O